C(CCCCCCCCCCCCCC(=O)[O-])C(=O)[O-] 1,14-tetradecanedicarboxylate